1-(3-ethynyl-3-hydroxy-azetidin-1-yl)-2-methyl-propan-1-one C(#C)C1(CN(C1)C(C(C)C)=O)O